S(=O)(=O)(O)C(C(=O)N)C sulfo-propionamide